NC1=CC(=C(C=C1)C(C)=O)F 1-(4-amino-2-fluorophenyl)ethan-1-one